FC=1C=CC(=C(C1)S(=O)(=O)NC1=NOC=2C1=C1OCCCC1=C(C2)CN2N=CC(=C2)CNC(OC)=O)OC methyl ((1-((9-((5-fluoro-2-methoxyphenyl)sulfonamido)-3,4-dihydro-2H-chromeno[8,7-d]isoxazol-5-yl)methyl)-1H-pyrazol-4-yl)methyl)carbamate